(S)-1-(4-((3-amino-5-(1-amino-1,3-dihydrospiro[indene-2,4'-piperidine]-1'-yl)pyrazin-2-yl)thio)-3-chloropyridin-2-yl)pyrrolidin-2-one NC=1C(=NC=C(N1)N1CCC2(CC1)[C@@H](C1=CC=CC=C1C2)N)SC2=C(C(=NC=C2)N2C(CCC2)=O)Cl